NC1=NC(=C(C(=N1)N[C@@H](C1CCC1)C=1N(S(C2=C(C1)C=CC=C2Cl)(O)O)C2=CC=CC=C2)C#N)C (S)-2-amino-4-(((8-chloro-1,1-dihydroxy-2-phenyl-2H-benzo[e][1,2]thiazin-3-yl)(cyclobutyl)methyl)amino)-6-methylpyrimidine-5-carbonitrile